(2S)-2-(2-chlorophenyl)-1-(2-[furo[2,3-b]pyridine-5-sulfonyl]-4H,6H-pyrrolo[3,4-c]pyrazol-5-yl)-3-hydroxypropan-1-one ClC1=C(C=CC=C1)[C@H](C(=O)N1CC2=NN(C=C2C1)S(=O)(=O)C=1C=C2C(=NC1)OC=C2)CO